4-(8-oxa-3-aza-bicyclo[3.2.1]oct-3-yl)-3,5-difluoroaniline C12CN(CC(CC1)O2)C2=C(C=C(N)C=C2F)F